2-Chloro-4-((3S)-8-(4-(4-(4-(3-((2,6-dioxopiperidin-3-yl)amino)phenyl)piperazine-1-yl)piperidine-1-carbonyl)phenyl)-3-methyl-2,8-diazaspiro[4.5]dec-2-yl)benzonitrile ClC1=C(C#N)C=CC(=C1)N1CC2(C[C@@H]1C)CCN(CC2)C2=CC=C(C=C2)C(=O)N2CCC(CC2)N2CCN(CC2)C2=CC(=CC=C2)NC2C(NC(CC2)=O)=O